tert-butyl {4-[3-(hydroxymethyl)cyclobutyl]piperazin-1-yl}formate OCC1CC(C1)N1CCN(CC1)C(=O)OC(C)(C)C